3-(2-(2-aminopyridin-3-yl)-3-(4-(chloromethyl)phenyl)-3H-imidazo[4,5-b]pyridin-5-yl)-1-methylpyridin-2(1H)-one NC1=NC=CC=C1C1=NC=2C(=NC(=CC2)C=2C(N(C=CC2)C)=O)N1C1=CC=C(C=C1)CCl